(3R)-N-{2-cyano-4-fluoro-3-[(3-{4-[(2S)-2-methylpiperazin-1-yl]phenyl}-4-oxoquinazolin-6-yl)oxy]phenyl}-3-fluoropyrrolidine-1-sulfonamide hydrochloride Cl.C(#N)C1=C(C=CC(=C1OC=1C=C2C(N(C=NC2=CC1)C1=CC=C(C=C1)N1[C@H](CNCC1)C)=O)F)NS(=O)(=O)N1C[C@@H](CC1)F